COC1=CC=C(CNC(=O)NC2CC3(C2)CC(C3)CC3=CC=C(C=C3)C)C=C1 1-(4-methoxybenzyl)-3-(6-(4-methylbenzyl)spiro[3.3]Hept-2-yl)urea